[Ir].[Ru] RUTHENIUM-IRIDIUM